2-(3,5-Difluoro-phenyl)-N-[2-(isobutyl-methyl-amino)-4-oxo-4H-quinazolin-3-yl]-acetamide FC=1C=C(C=C(C1)F)CC(=O)NN1C(=NC2=CC=CC=C2C1=O)N(C)CC(C)C